NC1=NNC2=CC(=CC(=C12)C1=CC=C(C=C1)NC(=O)C1=NN(C=C1OCC(F)(F)F)CC)C1CCN(CC1)C(C(C)C)=O N-(4-(3-amino-6-(1-isobutyrylpiperidin-4-yl)-1H-indazol-4-yl)phenyl)-1-ethyl-4-(2,2,2-trifluoroethoxy)-1H-pyrazole-3-carboxamide